C(C)(C)N1N=C(N=C1C1[C@H]2CC(C[C@@H]12)O)C1=CC(=CC=C1)C(F)(F)F (1R,5S,6r)-6-(1-Isopropyl-3-(3-(trifluoromethyl)phenyl)-1H-1,2,4-triazol-5-yl)bicyclo[3.1.0]hexan-3-ol